ClC1=CC=C(C=C1)C1CC1 1-(4-chlorophenyl)cyclopropane